Tert-butyl (4,5-difluoro-6-methoxypyridin-3-yl)carbamate FC1=C(C=NC(=C1F)OC)NC(OC(C)(C)C)=O